FC(CN1N=CC2=C1C=C(S2)C(=O)O)(F)F 1-(2,2,2-trifluoroethyl)-1H-thieno[3,2-c]pyrazole-5-carboxylic acid